3-(p-vinylphenoxy)propylmethyldimethoxysilane C(=C)C1=CC=C(OCCC[Si](OC)(OC)C)C=C1